4-(3,4-dimethoxyphenyl)-2-(4-hydroxyphenyl)-5,7-dihydro-6H-benzo[b]pyrido[2,3-d]azepin-6-one COC=1C=C(C=CC1OC)C1=CC(=NC=2C3=C(NC(CC21)=O)C=CC=C3)C3=CC=C(C=C3)O